CC=1C(=NC=CC1)C1=CC=C(C=C1)CN (4-(3-methylpyridin-2-yl)phenyl)methanamine